8-(3-chlorophenyl)-N-(4-morpholinylphenyl)pyrido[3,4-d]pyrimidin-2-amine ClC=1C=C(C=CC1)C1=NC=CC2=C1N=C(N=C2)NC2=CC=C(C=C2)N2CCOCC2